4'-tert-butyl-5-hydroxy-2-bromobenzophenone C(C)(C)(C)C1=CC=C(C=C1)C(C1=C(C=CC(=C1)O)Br)=O